N1=C(C=NC=C1)NC(=N)N 1-(pyrazin-2-yl)guanidine